C(C)(C)(C)OC(=O)NCC1=C(C=C(C=C1)C1=NC=NN2C1=CC(=C2)C2C(C2)C(=O)OCC)C ethyl 2-[4-[4-[(tert-butoxycarbonylamino)methyl]-3-methyl-phenyl]pyrrolo[2,1-f][1,2,4]triazin-6-yl]cyclopropanecarboxylate